tert-butyl 3-({5-chloro-7-[6-(methoxymethoxy)-2,7-dimethylindazol-5-yl]-1,8-naphthyridin-3-yl}(methyl)amino)pyrrolidine-1-carboxylate ClC1=C2C=C(C=NC2=NC(=C1)C1=CC2=CN(N=C2C(=C1OCOC)C)C)N(C1CN(CC1)C(=O)OC(C)(C)C)C